1-phenyl-N-(2,3,6-trifluoro-4-((3-(2-(piperidin-3-ylmethyl)pyrimidin-4-yl)pyridin-2-yl)oxy)phenyl)methanesulfonamide C1(=CC=CC=C1)CS(=O)(=O)NC1=C(C(=C(C=C1F)OC1=NC=CC=C1C1=NC(=NC=C1)CC1CNCCC1)F)F